3-(N-(benzo[d][1,3]dioxol-5-yl)sulfamoyl)-N-(4-(trifluoromethyl)phenyl)benzamide O1COC2=C1C=CC(=C2)NS(=O)(=O)C=2C=C(C(=O)NC1=CC=C(C=C1)C(F)(F)F)C=CC2